OC1=C(C(N(C=C1C)C)=O)NC(N[C@@H](CC(=O)O)C1=CC(=CC=C1)OC1=CC=CC=C1)=O (S)-3-(3-(4-hydroxy-1,5-dimethyl-2-oxo-1,2-dihydropyridin-3-yl)ureido)-3-(3-phenoxyphenyl)propanoic acid